3,6-dimethylnon-4-enal CC(CC=O)C=CC(CCC)C